C(C)(C)(C)OC(=O)N1CC(C1)(F)COC(=O)N1[C@H]2CC(C[C@@H]1CC2)NC2=CC(=NC=1N2N=CC1C(C)C)C1CC1 (1R,3s,5S)-3-((5-cyclopropyl-3-isopropylpyrazolo[1,5-a]pyrimidin-7-yl)amino)-8-azabicyclo[3.2.1]octane-8-carboxylic acid (1-(tert-butyloxycarbonyl)-3-fluoroazetidin-3-yl)methyl ester